[N+](=O)([O-])C=1C=C(CSC2=NN=NN2C2=CC=CC=C2)C=CC1 5-[(3-nitrobenzyl)thio]-1-phenyl-1H-tetrazole